NC1=CC=C2C(=N1)NC=C2C2=CC=C(C(=O)OCC)C=C2 ethyl 4-(6-amino-1H-pyrrolo[2,3-b]pyridin-3-yl)benzoate